N-(4-chlorophenyl)-4-(4-ethylphenyl)-N-methylpyrimidine-2-carboxamide ClC1=CC=C(C=C1)N(C(=O)C1=NC=CC(=N1)C1=CC=C(C=C1)CC)C